coumarin benzothiazole salt S1C=NC2=C1C=CC=C2.O2C(=O)C=CC1=CC=CC=C21